3-[(1R)-1-({3-chloro-7-fluoro-2-methyl-6-[2-(1-oxo-1lambda5-phospholan-1-yl)pyrimidin-5-yl]-1,5-naphthyridin-4-yl}amino)ethyl]-4-fluorobenzonitrile ClC=1C(=NC2=CC(=C(N=C2C1N[C@H](C)C=1C=C(C#N)C=CC1F)C=1C=NC(=NC1)P1(CCCC1)=O)F)C